tert-butyl (3R)-4-(6-{[2-(dimethylamino) ethyl] carbamoyl}-2'-ethoxy-[2,3'-bipyridin]-5-yl)-3-ethylpiperazine-1-carboxylate CN(CCNC(=O)C1=C(C=CC(=N1)C=1C(=NC=CC1)OCC)N1[C@@H](CN(CC1)C(=O)OC(C)(C)C)CC)C